C1OC=2C=C(C[C@H](NCC)C)C=CC2O1 (R)-3,4-Methylenedioxy-N-ethylamphetamine